2-((S)-1-Acryloyl-4-((R)-7-(3,4-dihydroquinolin-1(2H)-yl)-2-(2-(pyrrolidin-1-yl)ethoxy)-5,6,7,8-tetrahydroquinazolin-4-yl)piperazin-2-yl)acetonitrile C(C=C)(=O)N1[C@H](CN(CC1)C1=NC(=NC=2C[C@@H](CCC12)N1CCCC2=CC=CC=C12)OCCN1CCCC1)CC#N